1-(2-Fluoropyridin-3-yl)piperazine, hydrochloride Cl.FC1=NC=CC=C1N1CCNCC1